ClC=1C(=NC(=NC1)NC1CCOCC1)C1=CC=C2CN(C(C2=C1)=O)CC(N1CCC2=C(CC1)C(NC=N2)=O)=O 6-{5-chloro-2-[(oxacyclohex-4-yl)amino]pyrimidin-4-yl}-2-{2-oxo-2-{4-oxo-3H,4H,5H,6H,7H,8H,9H-pyrimido[4,5-d]azepin-7-yl}ethyl}-2,3-dihydro-1H-isoindol-1-one